C(C)(C)(C)OC(=O)N1CC2COC3=C(C(N2CC1)=O)C(=NCC3(C3=C(C=CC=C3)F)Cl)N3CC(N(CC3)CCOC)(C)C tert-butyl-4-chloro-4-(2-fluorophenyl)-1-(4-(2-methoxyethyl)-3,3-dimethylpiperazin-1-yl)-12-oxo-6a,7,9,10-tetrahydro-6H-pyrazino[2,1-c]pyrido[3,4-f][1,4]oxazepin-8(12H)-carboxylate